C(C1=CC=CC=C1)OC(=O)NC(C)C=1C=C(C=NC1OC)C1CN(CCC1(F)F)C(=O)OC(C)(C)C tert-butyl 3-(5-(1-(((benzyloxy) carbonyl) amino) ethyl)-6-methoxypyridin-3-yl)-4,4-difluoropiperidine-1-carboxylate